5H,6H,7H,8H-imidazo[1,5-a]pyridin C=1N=CN2C1CCCC2